Cl.Cl.C1(CC1)N1CC(CCC1)CN (1-cyclopropyl-3-piperidyl)methanamine dihydrochloride